tert-butyl-4-(3,5-difluorophenyl)-3,6-dihydropyridine C(C)(C)(C)C1=NCC=C(C1)C1=CC(=CC(=C1)F)F